[Na+].CC1=NN=C(S1)NS([O-])(=O)=O 5-Methyl-1,3,4-thiadiazole-2-ylsulfamic acid sodium salt